5-cyclobutyl-6-(trifluoromethyl)pyridin-2-amine C1(CCC1)C=1C=CC(=NC1C(F)(F)F)N